C(C=C)(=O)N1CC(CC(C1)(F)F)C1=NC(=NO1)C=1C=CC(=NC1)NC(C1=NC(=CC=C1)C1=CC=NN1)=O N-(5-(5-(1-acryloyl-5,5-difluoropiperidin-3-yl)-1,2,4-oxadiazol-3-yl)pyridin-2-yl)-6-(1H-pyrazol-5-yl)picolinamide